CN(C)C[C@@]1(CN(CCC1)C=1C=CC(=NC1)NC=1C=CC(=C2CNC(C12)=O)C1=CN=C2N1C=CC(=C2)F)O (S)-7-((5-(3-((dimethylamino)-methyl)-3-hydroxypiperidin-1-yl)pyridin-2-yl)amino)-4-(7-fluoroimidazo[1,2-a]pyridin-3-yl)isoindolin-1-one